2-(4-(2-methoxyethoxy)phenyl)thiazole COCCOC1=CC=C(C=C1)C=1SC=CN1